3,6-dimethyl-3,6-di(t-butylperoxy)octadiyne CC(C#C)(C#CC(CC)(OOC(C)(C)C)C)OOC(C)(C)C